OCC1OC(C(C(C1O)O)C)N1N=NN=C1 2-(hydroxymethyl)-5-methyl-6-(1H-tetrazol-1-yl)tetrahydro-2H-pyran-3,4-diol